CC[C@H]1C[C@H]2C[C@@]3([C@H]1N(C2)CCC4=C3NC5=C4C=C(C=C5)OC)C(=O)OC The molecule is a monoterpenoid indole alkaloid with formula C22H28N2O3, isolated from several plant species. It has a role as an angiogenesis inhibitor, an antineoplastic agent and a plant metabolite. It is a monoterpenoid indole alkaloid, a tertiary amino compound, a methyl ester, an organic heteropentacyclic compound and an alkaloid ester. It is a conjugate base of a (-)-voacangine(1+).